[Si](C)(C)(C(C)(C)C)OCCCCC=1C2=C(N=C(N1)C=1C(=NC=CC1C)C(C)C)N=C(C(=C2)F)Cl 4-((tert-butyldimethylsilyl)oxy)butyl-2-isopropyl-4-methylpyridin-3-yl-7-chloro-6-fluoropyrido[2,3-d]pyrimidine